diethyl mesoxalate C(C(=O)C(=O)OCC)(=O)OCC